Cl.Cl.NCC1=CC=C(C=C1)CCN[C@H](C1=CC=CC=C1)[C@@H]1CNC2=C(O1)N=CC(=C2)C=2C=NN(C2)C 2-(4-(aminomethyl)phenyl)-N-((R)-((S)-7-(1-methyl-1H-pyrazol-4-yl)-2,3-dihydro-1H-pyrido[2,3-b][1,4]oxazin-3-yl)(phenyl)methyl)ethanamine dihydrochloride